hexanoic acid (2-cyclopent-1-enyl-2-hydroxy-1-hydroxy-methylethyl)-amide C1(=CCCC1)C(C(O)(C)NC(CCCCC)=O)O